1-(4-((3-Fluoro-4-(trifluoromethyl)benzyl)oxy)benzyl)-1H-imidazole-4-carboxylic acid methyl ester COC(=O)C=1N=CN(C1)CC1=CC=C(C=C1)OCC1=CC(=C(C=C1)C(F)(F)F)F